CC1(NC(C=C(C1)B1OC(C(O1)(C)C)(C)C)(C)C)C 2,2,6,6-tetramethyl-4-(4,4,5,5-tetramethyl-1,3,2-dioxaborolan-2-yl)-1,3-dihydropyridine